hexadecanoic acid, 2-ethylhexyl ester C(CCCCCCCCCCCCCCC)(=O)OCC(CCCC)CC